F[C@H]1CC2=C(C=3CCCC3C(=C2C1)NC(=O)N=[S@@](=O)(N)C=1C=NN2C1OC(C2)(C)C)F (S)-N'-(((R)-2,8-difluoro-1,2,3,5,6,7-hexahydro-s-indacen-4-yl)carbamoyl)-2,2-dimethyl-2,3-dihydropyrazolo[5,1-b]oxazole-7-sulfonimidamide